CC1(C2=CC=CC=C2C=2C=C(C=CC12)OB(O)O)C (9,9-dimethyl-9H-fluoren-3-yl)boric acid